CC1(CC2=C(SC(=C2)C(=O)OCC)C1)C Ethyl 5,5-Dimethyl-5,6-dihydro-4H-cyclopenta[b]thiophene-2-carboxylate